6-fluorospiro[1H-3,1-benzoxazine-4,4'-piperidine]-2-one FC=1C=CC2=C(C1)C1(CCNCC1)OC(N2)=O